OC1=CC=C(C=C1)C1=NNC(C2=CC=CC=C12)=O 4-(4-Hydroxyphenyl)-2,3-naphthyridin-1-one